3-methoxycyclobutane-1-carbaldehyde COC1CC(C1)C=O